IC1=CN(C=2N=CSC21)[Si](C(C)C)(C(C)C)C(C)C 6-iodo-4-(triisopropylsilyl)-4H-pyrrolo[2,3-d]thiazole